NC1=NC(=NC=C1)C=1C(=NN(C1OCC[C@H](C)NC1=C(C=NC(=C1)Cl)C1=NC(=CC=C1)C(C)(C)O)C)C (S)-2-(4'-((4-((4-(4-aminopyrimidin-2-yl)-1,3-dimethyl-1H-pyrazol-5-yl)oxy)butan-2-yl)amino)-6'-chloro-[2,3'-bipyridin]-6-yl)propan-2-ol